4-(4-vinylbenzyl)-morpholine C(=C)C1=CC=C(CN2CCOCC2)C=C1